dihexyl adipate di(dihexyl adipate) C(CCCCC)C(C(=O)O)(CCCC(=O)O)CCCCCC.C(CCCCC)C(C(=O)O)(CCCC(=O)O)CCCCCC.C(CCCCC(=O)OCCCCCC)(=O)OCCCCCC